CCCCCC(CCC)C(=O)O nonane-6-carboxylic acid